C[C@H]1C[C@H](N(C[C@H]1C)C(C(=O)NC1=NC=CC=C1C(=O)N)=O)C1=CC=CC=C1 [[2-[(2S,4S,5S)-4,5-dimethyl-2-phenyl-1-piperidyl]-2-oxo-acetyl]amino]pyridine-3-carboxamide